C1\C=C\CCCCC1 trans-cyclooct-2-ene